phenanthrene-1,8,9,10-tetracarboxylic acid C1(=CC=CC=2C3=CC=CC(=C3C(=C(C12)C(=O)O)C(=O)O)C(=O)O)C(=O)O